((2-(((5S,8S,10aR)-3-acetyl-6-oxo-8-((S)-3-phenylpiperidine-1-carbonyl)deca-hydropyrrolo[1,2-a][1,5]diazocin-5-yl)carbamoyl)-1H-indol-5-yl)difluorometh-yl)phosphonic acid C(C)(=O)N1CC[C@@H]2N(C([C@H](C1)NC(=O)C=1NC3=CC=C(C=C3C1)C(F)(F)P(O)(O)=O)=O)[C@@H](CC2)C(=O)N2C[C@@H](CCC2)C2=CC=CC=C2